ClC1=C(C=CC=C1)C=1CCCC2=C(C1C1=NC=C(C=C1)CC1CN(C1)CCCF)C=CC(=C2)C(=O)O 8-(2-chlorophenyl)-9-(5-((1-(3-fluoropropyl)azetidin-3-yl)methyl)pyridin-2-yl)-6,7-dihydro-5H-benzo[7]annulene-3-carboxylic acid